methyl [(2S)-1-{[4-(3-{5-chloro-2-fluoro-3-[(methylsulfonyl)amino]phenyl}-1-isopropyl-1H-pyrazol-4-yl)-2-pyrimidinyl]amino}-2-propanyl]carbamate ClC=1C=C(C(=C(C1)C1=NN(C=C1C1=NC(=NC=C1)NC[C@H](C)NC(OC)=O)C(C)C)F)NS(=O)(=O)C